CN1N=NC2=C1C=CC(=C2C)C(CC(=O)OCC)C=2C=C(C1=C(C=CS1)C2)CN2C[C@H](OC1=C(C2)N=C(C=C1)O)C ethyl 3-(1,4-dimethyl-1H-benzotriazol-5-yl)-3-(7-{[(2R)-7-hydroxy-2-methyl-2,3-dihydropyrido[2,3-f][1,4]oxazepin-4(5H)-yl]methyl}-1-benzothiophen-5-yl)propanoate